(6-mercaptohexyl)-2-(4-phenylpiperazin-1-yl)-pyrimidine-5-carboxamide SCCCCCCC1=NC(=NC=C1C(=O)N)N1CCN(CC1)C1=CC=CC=C1